OC1=C(C(=CC(=C1CN(C(OC1=CC=CC=C1)=O)C)CCCCC)O)C1CCCC(=C1)C phenyl ((2,6-dihydroxy-5'-methyl-4-pentyl-1',2',3',4'-tetrahydro-[1,1'-biphenyl]-3-yl)methyl)(methyl)carbamate